COC1=CC=C(C2=C1NC(=N2)NC(=O)C2=CN=C(S2)C)C2CCOCC2 2-Methyl-thiazole-5-carboxylic acid [7-methoxy-4-(tetrahydropyran-4-yl)-1H-benzoimidazol-2-yl]-amide